Tetrapentacontane CCCCCCCCCCCCCCCCCCCCCCCCCCCCCCCCCCCCCCCCCCCCCCCCCCCCCC